BrC1=CN=C(C2=NC=CN=C21)N[C@H]2CC(NC2)=O (S)-4-((8-bromopyrido[3,4-b]pyrazin-5-yl)amino)pyrrolidin-2-one